2-chloro-N-(4-(trifluoromethyl)pyridin-2-yl)benzamid ClC1=C(C(=O)NC2=NC=CC(=C2)C(F)(F)F)C=CC=C1